O=C1NC(CCC1N1C(N(C2=C1C=CC(=C2)CCCOCCOCC(=O)OC(C)(C)C)C)=O)=O tert-butyl 2-[2-[3-[1-(2,6-dioxo-3-piperidyl)-3-methyl-2-oxo-benzimidazol-5-yl] propoxy]ethoxy]acetate